C1(CC1)C(=O)NC1=NC=C(C(=O)NC([2H])([2H])[2H])C(=C1)NC1=CN=CC2=C1N(CC=1N2C(N(N1)C)=O)C 6-(cyclopropanecarboxamido)-4-((2,5-dimethyl-1-oxo-1,2,4,5-tetrahydropyrido[4,3-e][1,2,4]triazolo[4,3-a]pyrazin-6-yl)amino)-N-(methyl-d3)nicotinamide